tert-Butyl 7-chloro-1-(hydroxymethyl)-1,2,4,5-tetrahydro-3H-benzo[d]azepine-3-carboxylate ClC1=CC2=C(C(CN(CC2)C(=O)OC(C)(C)C)CO)C=C1